O=C1NC(CCC1N1C(N(C2=C1C=CC=C2C2CCN(CC2)CC2CCN(CC2)C(=O)OC(C)(C)C)C)=O)=O Tert-butyl 4-[[4-[1-(2,6-dioxo-3-piperidyl)-3-methyl-2-oxo-benzimidazol-4-yl]-1-piperidyl] methyl]piperidine-1-carboxylate